Cl.CN(CCOC=1C=C(C=CC1)C(C(=O)NCC=1C=C2CN(C(C2=CC1)=O)C1C(NC(CC1)=O)=O)(F)F)C 2-(3-(2-(dimethylamino)ethoxy)phenyl)-N-((2-(2,6-dioxopiperidin-3-yl)-1-oxoisoindolin-5-yl)methyl)-2,2-difluoroacetamide hydrochloride